CC1=NC=CC(=C1C1=C2C(=NC(=C1)N1[C@@H](COCC1)C)C(=NN2C)C2=NNC=C2)C 7-(2,4-Dimethyl-pyridin-3-yl)-1-methyl-5-((R)-3-methylmorpholin-4-yl)-3-(1H-pyrazol-3-yl)-1H-pyrazolo[4,3-b]pyridine